zinc pyrrolidonecarboxylic Acid N1(C(CCC1)=O)C(=O)O.[Zn]